C1(CC1)N([C@@H]1CC[C@H](CC1)N)C1=CC=CC=C1 trans-N1-Cyclopropyl-N1-phenylcyclohexane-1,4-diamine